tert-butyl 4-(((6-bromo-4-cyanopyridin-3-yl)oxy)methyl)piperidine-1-carboxylate BrC1=CC(=C(C=N1)OCC1CCN(CC1)C(=O)OC(C)(C)C)C#N